C1(CC1)C1=C(C(=NO1)C1=C(C=CC=C1Cl)Cl)C=C1CC2(C1)CCN(CC2)CCC2=CC=C(C(=O)O)C=C2 4-(2-(2-((5-cyclopropyl-3-(2,6-dichlorophenyl)isoxazol-4-yl)methylene)-7-azaspiro[3.5]non-7-yl)ethyl)benzoic acid